Methyl 4-[{1S}-1-[[4-[4-(cyclohexylmethoxy)-2-pyridyl]tetrahydropyran-4-carbonyl]amino]ethyl]benzoate C1(CCCCC1)COC1=CC(=NC=C1)C1(CCOCC1)C(=O)N[C@@H](C)C1=CC=C(C(=O)OC)C=C1